FC1(CC=C(CC1)C1=CC=C(C=C1)C[C@H](C(=O)O)O)F (2R)-3-[4-(4,4-Difluorocyclohex-1-en-1-yl)phenyl]-2-hydroxypropionic acid